(2R,4S)-2-methyl-N-((S)-tetrahydrofuran-3-yl)piperidin-4-amine C[C@H]1NCC[C@@H](C1)N[C@@H]1COCC1